C[C@]12[C@H]3CC[C@@]4([C@H](CC[C@H]4[C@@H]3CC=C2C[C@H](CC1)O)[C@H](C)CCC1=NC=C(C=N1)C)C (3S,8S,9S,10R,13R,14S,17R)-10,13-dimethyl-17-((R)-4-(5-methylpyrimidin-2-yl)butan-2-yl)-2,3,4,7,8,9,10,11,12,13,14,15,16,17-tetradecahydro-1H-cyclopenta[a]phenanthren-3-ol